CC1(C(N(C(N1CC1CO1)=O)CCCN1C(N(C(C1=O)(C)C)CC1CO1)=O)=O)C 1,3-bis(5,5-dimethyl-1-glycidylhydantoin-3-yl)propane